O=C1NC(CCC1C1=CC=CC=2C=C(OC21)C#CCNC(C2=NC=C(C=C2)C=2N=CC1=C(C=CC=C1C2)C2=CC1=C(N(C(N1C)=O)C)C(=C2)C(C)C)=O)=O N-(3-(7-(2,6-dioxo-piperidin-3-yl)benzofuran-2-yl)prop-2-yn-1-yl)-5-(8-(7-isopropyl-1,3-dimethyl-2-oxo-2,3-dihydro-1H-benzo[d]imidazol-5-yl)isoquinolin-3-yl)picolinamide